1-((5-Chloro-3-(5-ethylisoxazol-3-yl)-1-methyl-1H-pyrazol-4-yl)methyl)-N-(3,3-dimethylbutyl)azepan-3-amine ClC1=C(C(=NN1C)C1=NOC(=C1)CC)CN1CC(CCCC1)NCCC(C)(C)C